CC1=NC=CC(=C1)N1C(N(CC1)C=1C=C2CN(C(C2=CC1)=O)C1C(NC(CC1)=O)=O)=O 3-(5-(3-(2-methylpyridin-4-yl)-2-oxoimidazolidin-1-yl)-1-oxoisoindolin-2-yl)piperidine-2,6-dione